CC(CCCCCOC(CC)=O)C propanoic acid 6-methylheptyl ester